(2S)-4-fluoro-2-(trifluoromethyl)pyrrolidine methyl-3-(N-(2,5-difluoro-4-(trifluoromethyl)phenyl)sulfamoyl)-1-tosyl-4,5,6,7-tetrahydro-1H-indole-6-carboxylate COC(=O)C1CCC=2C(=CN(C2C1)S(=O)(=O)C1=CC=C(C)C=C1)S(NC1=C(C=C(C(=C1)F)C(F)(F)F)F)(=O)=O.FC1C[C@H](NC1)C(F)(F)F